O1CCN(CC1)C1=NC=C(C(=O)N)C=C1 6-morpholinonicotinamide